Ethyl 2-[1-(cyclopropylmeth-yl)-1H-pyrazol-4-yl]-3-fluoro-5-nitrobenzoate C1(CC1)CN1N=CC(=C1)C1=C(C(=O)OCC)C=C(C=C1F)[N+](=O)[O-]